4-[3-[(4-chloro-2-fluoro-phenyl)methoxy]-1,2,4-triazol-1-yl]piperidine ClC1=CC(=C(C=C1)COC1=NN(C=N1)C1CCNCC1)F